NCCOCCOCCOCCOCCOCCOCC(=O)NC1=CC=C(C=C1)C#CCN 20-amino-N-(4-(3-aminoprop-1-yn-1-yl)phenyl)-3,6,9,12,15,18-hexaoxaicosanamide